racemic-sec-butylzinc bromide [Br-].[C@@H](C)(CC)[Zn+] |r|